NC1N(CCNC1)C1=CC(=CC=2OCCOC21)C 5-(2-aminopiperazin-1-yl)-7-methyl-2,3-dihydro-1,4-benzodioxine